FC=1C=C(C=CC1)CN1N=CC2=CC=CC=C12 1-[(3-fluorophenyl)methyl]indazol